(S)-N-((S)-3-(3-chloro-4-hydroxyphenyl)-2-(dimethylamino)propyl)-4-cyclopropyl-3-(pyridin-3-yl)butanamide ClC=1C=C(C=CC1O)C[C@@H](CNC(C[C@H](CC1CC1)C=1C=NC=CC1)=O)N(C)C